COC(CC)NC1=NC(=NC(=N1)NC1=CC=NC=C1)C1=CC=CC=C1 N2-(3-Methyloxypropan-3-Yl)-6-phenyl-N4-(pyridin-4-yl)-1,3,5-triazine-2,4-diamine